C(C)(C)(C)OC(=O)NCC=1SC(=CN1)SC=1C=C(C=C(C1)C1=CC=CC=C1)C(=O)OCCCC butyl 5-((2-(((tert-butoxycarbonyl)amino)methyl)thiazol-5-yl)thio)-[1,1'-biphenyl]-3-carboxylate